N-([1,1'-biphenyl]-2-yl)-9,9'-spirobifluorene-2-amine C1(=C(C=CC=C1)NC1=CC=2C3(C4=CC=CC=C4C2C=C1)C1=CC=CC=C1C=1C=CC=CC13)C1=CC=CC=C1